FC(C(=O)O)(F)F.NCCCCC(C(COC1=C(C=CC=C1F)F)=O)NC(=O)C1CCCC1 N-(7-amino-1-(2,6-difluorophenoxy)-2-oxoheptan-3-yl)cyclopentanecarboxamide trifluoroacetate salt